tert-butyl 3-amino-4,4-diethoxypiperidine-1-carboxylate NC1CN(CCC1(OCC)OCC)C(=O)OC(C)(C)C